C(C)(C)(C)OC(CN1C(CCCC1C)C)=O (2,6-dimethyl-piperidin-1-yl)-acetic acid tert-butyl ester